CC(C1=CC=CC=C1)(C)C=1C(=C(C=CC1)NC1=CC=CC=C1)C(C1=CC=CC=C1)(C)C di(alpha,alpha-dimethylbenzyl)diphenylamine